O1CCC(CC1)S(=O)(=O)Cl tetrahydro-2H-pyran-4-sulfonyl chloride